hydroxy-4'-methylbenzophenone OC1=C(C(=O)C2=CC=C(C=C2)C)C=CC=C1